5-amino-3,6-dimethyl-1-(prop-2-yn-1-yl)pyrimidine-2,4(1H,3H)-dione NC=1C(N(C(N(C1C)CC#C)=O)C)=O